CC=1SC=C(C1C1=C(C=CC=C1)Br)C 2,4-dimethyl-thiophenyl-2-bromobenzene